C(C)(C)(CC(C)(C)C)C1=CC=C(C=C1)NC1=CC=CC2=CC=CC=C12 p-t-octylphenyl-α-naphthylamine